ClC1=CC(=NC=C1F)[C@H](COC)NCC1=CC=C(C=C1)OC |r| rac-1-(4-chloro-5-fluoropyridin-2-yl)-2-methoxy-N-(4-methoxybenzyl)ethan-1-amine